1-propyl-pyrazolo[4,3-b]pyridin C(CC)N1N=CC2=NC=CC=C21